C(=O)(OC(C)(C)C)N[C@H]1C=C[C@H](C1)C(=O)O (1S,4R)-4-(Boc-amino)-2-cyclopentenoic acid